CN1C(=CC(=C1)C1=CNC=2N=CN=C(C21)N2CCOCC2)C#N 1-methyl-4-(4-morpholino-7H-pyrrolo[2,3-d]pyrimidin-5-yl)pyrrole-2-carbonitrile